3-[2-amino-3-nitro-4-(trifluoromethyl)phenyl]-5-methylcyclohex-2-en-1-one NC1=C(C=CC(=C1[N+](=O)[O-])C(F)(F)F)C1=CC(CC(C1)C)=O